CN(C1CCN(CC1)C=1C=C(C=2N(C(C=C(N2)C2=NN3C(C(=NC(=C3)C)C)=C2)=O)C1)C)C 7-[4-(dimethylamino)piperidin-1-yl]-2-(4,6-dimethylpyrazolo[1,5-a]pyrazin-2-yl)-9-methyl-4H-pyrido[1,2-a]pyrimidin-4-one